2-[2-[[5-amino-3-(4-chloroanilino)-1,2,4-triazol-1-yl]sulfonyl]ethyl]isoindoline-1,3-dione NC1=NC(=NN1S(=O)(=O)CCN1C(C2=CC=CC=C2C1=O)=O)NC1=CC=C(C=C1)Cl